2-(4-(2-oxo-pyrrolidin-1-yl)phenyl)-4-(thiophen-2-ylmethylene)oxazol-5(4H)-one O=C1N(CCC1)C1=CC=C(C=C1)C=1OC(C(N1)=CC=1SC=CC1)=O